ClC1=CC(=NC=2N=CN(CC21)C)C=C 5-Chloro-3-methyl-7-vinyl-3,4-dihydropyrido[2,3-d]pyrimidin